((6-(2,6-dioxopiperidin-3-yl)pyridin-2-yl)oxy)butyric acid O=C1NC(CCC1C1=CC=CC(=N1)OC(C(=O)O)CC)=O